(7-methyl-2,7-diazaspiro[3.5]nonan-2-yl)methanone CN1CCC2(CN(C2)C=O)CC1